5-[(4R,8R,9aS)-8-[3-[4-[(3R,4R)-3-amino-4-methoxy-pyrrolidin-1-yl]phenyl]azetidin-1-yl]-4-methyl-1,3,4,6,7,8,9,9a-octahydropyrido[1,2-a]pyrazin-2-yl]quinoline-8-carbonitrile N[C@@H]1CN(C[C@H]1OC)C1=CC=C(C=C1)C1CN(C1)[C@H]1C[C@@H]2N([C@@H](CN(C2)C2=C3C=CC=NC3=C(C=C2)C#N)C)CC1